1-(2-(4-bromophenylamino)phenyl)ethanone BrC1=CC=C(C=C1)NC1=C(C=CC=C1)C(C)=O